BrC=1N=C(SC1)C(C(C(=O)OCC)N=C(C1=CC=CC=C1)C1=CC=CC=C1)=O ethyl 3-(4-bromothiazol-2-yl)-2-((diphenylmethylene) amino)-3-oxopropanoate